(4R,5S,6R)-6-((R)-1-(2,2-Difluoroacetamido)ethyl)-3-((3S,5S)-5-(4,4-difluoropiperidine-1-carbonyl)pyrrolidin-3-ylthio)-4-methyl-7-oxo-1-azabicyclo[3.2.0]hept-2-ene-2-carboxylic acid FC(C(=O)N[C@H](C)[C@@H]1[C@H]2[C@H](C(=C(N2C1=O)C(=O)O)S[C@@H]1CN[C@@H](C1)C(=O)N1CCC(CC1)(F)F)C)F